ethyl (E)-3-(3-(2-((benzyloxy)methyl)-7-((2-hydroxyethyl)sulfonyl)-6,6-dimethyl-1-(2-methylhydrazineyl)-1-oxoheptan-2-yl)phenyl)-2-methylacrylate C(C1=CC=CC=C1)OCC(C(=O)NNC)(CCCC(CS(=O)(=O)CCO)(C)C)C=1C=C(C=CC1)/C=C(/C(=O)OCC)\C